3-(6-chloropyridin-2-yl)-2,2-difluoro-3-hydroxypropionamide ClC1=CC=CC(=N1)C(C(C(=O)N)(F)F)O